N-{1-[2-cyano-4-(trifluoromethyl)phenyl]-4-{2'-ethoxy-[2,3'-bipyridin]-5-yl}piperidin-4-yl}-3-(dimethylamino)propanamide formate salt C(=O)O.C(#N)C1=C(C=CC(=C1)C(F)(F)F)N1CCC(CC1)(C=1C=CC(=NC1)C=1C(=NC=CC1)OCC)NC(CCN(C)C)=O